CC(CC(=O)OC1CC(CCC1C(C)C)C)C menthyl 3-methylbutanoate